2-amino-3,8-dimethylimidazo[4,5-f]Quinoxaline NC=1N(C=2C(=C3N=C(C=NC3=CC2)C)N1)C